2-(5-chloro-1-methyl-1H-indol-3-yl)-N-(5-chloro-6-fluoropyridin-2-yl)-N-methylacetamide ClC=1C=C2C(=CN(C2=CC1)C)CC(=O)N(C)C1=NC(=C(C=C1)Cl)F